N-[3-amino-1-[3-(3-fluorophenyl)-1,2,4-oxadiazol-5-yl]-3-oxo-propyl]-2-methyl-5-(trifluoromethyl)pyrazole-3-carboxamide NC(CC(C1=NC(=NO1)C1=CC(=CC=C1)F)NC(=O)C=1N(N=C(C1)C(F)(F)F)C)=O